C[C@@]1([C@@H](N2C(C[C@H]2S1(=O)=O)=O)C(=O)OC(C1=CC=CC=C1)C1=CC=CC=C1)COC(=O)OC1=CC=C(C=C1)[N+](=O)[O-] (2S,3R,5R)-benzhydryl 3-methyl-3-((((4-nitrophenoxy)carbonyl)oxy)methyl)-7-oxo-4-thia-1-azabicyclo[3.2.0]heptane-2-carboxylate 4,4-dioxide